C(C(C)(C)C)(=O)OC(C(C)C)OC(=O)SCC 1-(((ethylsulfanyl) carbonyl) oxy)-2-methylpropyl pivalate